N1N=C(C=2C1=NC=CC2)C(N)=N 1H-pyrazolo[3,4-b]pyridine-3-carboximidamide